The molecule is an acyl-CoA(4-) obtained by deprotonation of the phosphate and diphosphate OH groups of L-firefly luciferyl-CoA; major species at pH 7.3. It is a conjugate base of a L-firefly luciferyl-CoA. CC(C)(COP(=O)([O-])OP(=O)([O-])OC[C@@H]1[C@H]([C@H]([C@@H](O1)N2C=NC3=C(N=CN=C32)N)O)OP(=O)([O-])[O-])[C@H](C(=O)NCCC(=O)NCCSC(=O)[C@@H]4CSC(=N4)C5=NC6=C(S5)C=C(C=C6)O)O